3-(4-(isopropylsulfanyl)-1-oxoisoindolin-2-yl)piperidine-2,6-dione C(C)(C)SC1=C2CN(C(C2=CC=C1)=O)C1C(NC(CC1)=O)=O